4-((2-(3-(trifluoromethyl)pyrrolidin-1-yl)pyridin-4-yl)oxy)aniline FC(C1CN(CC1)C1=NC=CC(=C1)OC1=CC=C(N)C=C1)(F)F